4-(4,6-bis(2,4-dimethylphenyl)-1,3,5-triazin-2-yl)benzene-1,3-diol CC1=C(C=CC(=C1)C)C1=NC(=NC(=N1)C1=C(C=C(C=C1)C)C)C1=C(C=C(C=C1)O)O